C(CCC)(=O)[O-].C(CCC)(=O)[O-].[Zr+2] zirconium dibutyrate